(3R)-N-(cyclobutylmethyl)-1-[6-[1-[4-(5-methoxy-3-pyridyl)triazol-1-yl]-1-methyl-ethyl]pyridazin-3-yl]piperidin-3-amine C1(CCC1)CN[C@H]1CN(CCC1)C=1N=NC(=CC1)C(C)(C)N1N=NC(=C1)C=1C=NC=C(C1)OC